2-((8-amino-7-fluoro-6-(4-methylpyridin-3-yl)isoquinolin-3-yl)amino)-4-hydroxy-4-(methoxymethyl)-6-methyl-5,6-dihydro-4H-pyrazolo[1,5-d][1,4]diazepin-7(8H)-one NC=1C(=C(C=C2C=C(N=CC12)NC1=NN2CC(N(CC(C2=C1)(COC)O)C)=O)C=1C=NC=CC1C)F